7H-pyrrolo[2,3-d]pyrimidine-6-nitrile N1=CN=CC2=C1NC(=C2)C#N